C(C)OC(CN(C=1C=2N(N=C(C1)N1CC(C1)C(=O)OC(C)(C)C)C(=CN2)C(F)(F)F)CC2=CC=C(C=C2)OC)=O tert-butyl 1-(8-((2-ethoxy-2-oxoethyl)(4-methoxybenzyl)amino)-3-(trifluoromethyl)imidazo[1,2-b]pyridazin-6-yl)azetidine-3-carboxylate